COC1=CC=C(C=C1)C(OC[C@@]1(O[C@H](CN(C1)C1CCCCC1)N1C2=NC=NC(=C2N=C1)NC(C1=CC=CC=C1)=O)CO)(C1=CC=CC=C1)C1=CC=C(C=C1)OC N-[9-[(2R,6S)-6-[[bis(4-methoxyphenyl)-phenyl-methoxy]methyl]-4-cyclohexyl-6-(hydroxymethyl)morpholin-2-yl]purin-6-yl]benzamide